phenyl-1,2-dioxetane C1(=CC=CC=C1)C1OOC1